C1(OOCCC1)(O)O dioxacyclohexanediol